methyl 6-bromopyrazolo[1,5-a]pyrimidine-2-carboxylate BrC=1C=NC=2N(C1)N=C(C2)C(=O)OC